ClC1=C(C(=CC(=C1)C(F)(F)F)Cl)F 1,3-dichloro-2-fluoro-5-(trifluoromethyl)benzene